tert-butyl (S)-2-((2-(4-acetamido-2,6-difluorophenyl)-7-(fluoromethyl)imidazo[1,2-a]pyridin-3-yl)methyl)morpholine-4-carboxylate C(C)(=O)NC1=CC(=C(C(=C1)F)C=1N=C2N(C=CC(=C2)CF)C1C[C@H]1CN(CCO1)C(=O)OC(C)(C)C)F